FC=1C(=C(NC2=C(NC3=C2C(NCC3)=O)C3=C(C=NC=C3)OCCN(C)C)C=C(C1)F)C 3-(3,5-difluoro-2-methylanilino)-2-{3-[2-(dimethylamino)ethoxy]pyridin-4-yl}-1,5,6,7-tetrahydro-4H-pyrrolo[3,2-c]pyridin-4-one